nitrite nitrogen [N+3].N(=O)[O-].N(=O)[O-].N(=O)[O-]